1-(6-bromoimidazo[1,2-a]pyridin-3-yl)-2-cyclopropylethan-1-ol BrC=1C=CC=2N(C1)C(=CN2)C(CC2CC2)O